COC(=O)N1[C@H](CCC2=C3C(=CC=C12)N(C(=N3)CC=3N=NC(=CC3)C(F)(F)F)C3CCCCC3)C (1R,3R)-3-((S)-6-(Methoxycarbonyl)-7-methyl-2-((6-(trifluoromethyl)pyridazin-3-yl)methyl)-6,7,8,9-tetrahydro-3H-imidazo[4,5-f]chinolin-3-yl)cyclohexan